C(C)(=O)NC1=C(C(=NC=C1C(=O)OCC)Cl)F 2-Ethyl 4-acetamido-6-chloro-5-fluoronicotinate